(Z)-4-(2,4-dichlorophenylsulfonyl)-3-fluoro-but-2-en-1-amine hydrochloride Cl.ClC1=C(C=CC(=C1)Cl)S(=O)(=O)C/C(=C/CN)/F